Z-hydroxyfarnesylacetone tert-Butyl-2-(3-acetyl-7-(fluoromethyl)-5-(2-methylpyrimidin-5-yl)-1H-indazol-1-yl)acetate C(C)(C)(C)OC(CN1N=C(C2=CC(=CC(=C12)CF)C=1C=NC(=NC1)C)C(C)=O)=O.OCC(=CCCC(=CCC\C(=C/CCC(C)=O)\C)C)C